O1C[C@H](CC1)CN |r| 1-[(3RS)-oxolan-3-yl]methylamine